FC1=CC=C(C(=O)N)C=C1 4-fluorobenzamid